OC=1C(C(=CN2N3C(CCCN(C(C12)=O)C3)C)C(=O)N)=O 6-hydroxy-13-methyl-5,8-dioxo-1,2,9-triazatricyclo[7.4.1.02,7]tetradeca-3,6-diene-4-carboxamide